(2R,5S)-5-(aminomethyl)-2-[4-(4-methoxyphenoxy)phenyl]-1,4-thiazepan-3-one NC[C@H]1NC([C@H](SCC1)C1=CC=C(C=C1)OC1=CC=C(C=C1)OC)=O